FC=1C(=C(C=CC1F)[C@H]1[C@@H](O[C@H]([C@H]1C)C)C(=O)NC1=CC(=NC=C1)C(=O)N)OC |o1:8,9,11,12| rel-(2R,3S,4S,5S)-4-[[3-(3,4-difluoro-2-methoxyphenyl)-4,5-dimethyl-tetrahydrofuran-2-carbonyl]amino]pyridine-2-carboxamide